hexamethylenedithiourea N(C(=S)N)CCCCCCNC(=S)N